CC(=O)N[C@@H]1[C@H]([C@@H]([C@H](OC1O)CO)O[C@H]2[C@H]([C@H]([C@@H]([C@H](O2)CO)O)O)O)O The molecule is an amino disaccharide comprising a beta-D-mannosyl residue linked (1->4) to an N-acetyl-D-glucosamine residue at the reducing end. It is an amino disaccharide and a glucosamine oligosaccharide.